ClC1=C(C(=O)OC)C=C(C(=C1)O)C1=C(SC=C1)CO methyl 2-chloro-4-hydroxy-5-(2-(hydroxymethyl)thiophen-3-yl)benzoate